NC=1C(=C(C=C2C=C(N=CC12)NC(O[C@@H]1[C@H]2[C@@H](OC1)COC2)=O)C2=C(C1=C(OCCN1)N=C2)C)F (3R,3aR,6aR)-Hexahydrofuro[3,4-b]furan-3-yl (8-amino-7-fluoro-6-(8-methyl-2,3-dihydro-1H-pyrido[2,3-b][1,4]oxazin-7-yl)isoquinolin-3-yl)carbamate